4-(4-(6-(((1R,4R,5R,6R)-6-fluoro-1,2-dimethyl-2-azabicyclo[2.2.1]heptan-5-yl)oxy)pyridazin-3-yl)-3-hydroxyphenyl)-1-methylpyridin-2(1H)-one F[C@H]1[C@@H]([C@H]2CN([C@@]1(C2)C)C)OC2=CC=C(N=N2)C2=C(C=C(C=C2)C2=CC(N(C=C2)C)=O)O